perfluorobutyl-triphenylsulfonium perfluorooctanesulfonate FC(C(C(C(C(C(C(C(F)(F)F)(F)F)(F)F)(F)F)(F)F)(F)F)(F)F)(S(=O)(=O)[O-])F.FC=1C(=C(C(=C(C1F)F)F)[S+](C1=C(C(=C(C(=C1F)F)F)F)F)C1=C(C(=C(C(=C1F)F)F)F)F)C(C(C(C(F)(F)F)(F)F)(F)F)(F)F